N-(2-(dibenzo[b,d]thiophen-4-yl)phenyl)fluoranthene-3-amine C1=CC=C(C=2SC3=C(C21)C=CC=C3)C3=C(C=CC=C3)NC=3C=CC=2C1=CC=CC=C1C1=CC=CC3C21